C1(CC1)C1=CC2=C(C(NN=C2C(C)C)=O)S1 2-Cyclopropyl-4-isopropylthieno[2,3-d]pyridazin-7(6H)-one